FC1(CCN(CC1)CC(C)C)C(=O)NC=1N=CC2=CC=C(C=C2C1)C1=CN=CS1 4-fluoro-1-isobutyl-N-(6-(thiazol-5-yl)isoquinolin-3-yl)piperidine-4-carboxamide